di-(p-tolyl)methylene(cyclopentadienyl)(2,7-dimethyl-3,6-di-tert-butylfluorenyl)zirconium dichloride [Cl-].[Cl-].C1(=CC=C(C=C1)C(=[Zr+2](C1=C(C(=CC=2C3=CC(=C(C=C3CC12)C)C(C)(C)C)C(C)(C)C)C)C1C=CC=C1)C1=CC=C(C=C1)C)C